2-hydroxy-N-((5-(2-((2-methyl-6-morpholinoquinazolin-4-yl)thio)acetyl)thiophen-2-yl)methyl)acetamide OCC(=O)NCC=1SC(=CC1)C(CSC1=NC(=NC2=CC=C(C=C12)N1CCOCC1)C)=O